1,4-bis(tritylphenylamino)anthraquinone C(C1=CC=CC=C1)(C1=CC=CC=C1)(C1=CC=CC=C1)N(C1=CC=C(C=2C(C3=CC=CC=C3C(C12)=O)=O)N(C1=CC=CC=C1)C(C1=CC=CC=C1)(C1=CC=CC=C1)C1=CC=CC=C1)C1=CC=CC=C1